OC(C(=O)O)C(=O)O 2-hydroxypropane-1,3-dioic acid